CC=1C(=NC(=NC1)N1C(CNCC1)C)NC=1C=C2C=NNC2=CC1 N-(5-methyl-2-(2-methylpiperazin-1-yl)pyrimidin-4-yl)-1H-indazol-5-amine